(S)-2-((2-(4-cyanophenyl)propyl)amino)-N-(5-(1-(difluoro-methyl)-1H-pyrazol-4-yl)pyridin-2-yl)-2-(1-methyl-1H-pyrazol-4-yl)-acetamide C(#N)C1=CC=C(C=C1)C(CN[C@H](C(=O)NC1=NC=C(C=C1)C=1C=NN(C1)C(F)F)C=1C=NN(C1)C)C